C(CCCCCCCCC)(=O)OCCCCCCCC Octyl Decanoate